tert-butyl 7-(1-phenylethoxy)-3,4-dihydroisoquinoline-2(1H)-carboxylate C1(=CC=CC=C1)C(C)OC1=CC=C2CCN(CC2=C1)C(=O)OC(C)(C)C